5-(4-Methylpiperazin-1-yl)-2-aminopyridine CN1CCN(CC1)C=1C=CC(=NC1)N